tert-butyl (R)-(7-(trifluoromethyl)isochroman-4-yl)carbamate FC(C1=CC=C2[C@H](COCC2=C1)NC(OC(C)(C)C)=O)(F)F